ClC=1C(=C2C(=CN1)N(C(=C2)C(=O)O)S(=O)(=O)C2=CC=C(C=C2)C)F 5-chloro-4-fluoro-1-(p-tolylsulfonyl)pyrrolo[2,3-c]pyridine-2-carboxylic acid